OC1=C(C=C(C=C1)/C=C/C(=O)NC1=CC=C(C=C1)C)OC (E)-3-(4-hydroxy-3-methoxyphenyl)-N-(p-methylphenyl)acrylamide